tert-butyl [(2S)-1-{2'-[6-amino-5-(trifluoromethyl)pyridin-3-yl]-5',6'-dihydrospiro[azetidine-3,4'-pyrrolo[1,2-b]pyrazol]-1-yl}-1-oxopropan-2-yl]carbamate NC1=C(C=C(C=N1)C=1C=C2N(N1)CCC21CN(C1)C([C@H](C)NC(OC(C)(C)C)=O)=O)C(F)(F)F